C(C1=CC=CC=C1)(=O)OC(C)COC(C)COC(C1=CC=CC=C1)=O dipropylene glycol dibenzoate